1-(trans-3-(pyrimidin-2-ylamino)-4-(4-(trifluoromethyl)benzyloxy)pyrrolidin-1-yl)prop-2-en-1-one N1=C(N=CC=C1)N[C@@H]1CN(C[C@H]1OCC1=CC=C(C=C1)C(F)(F)F)C(C=C)=O